N1(N=CC=C1)C1=CC=C(C=C1)CCCC(=O)NC=1C=NC=CC1 4-(4-(1H-pyrazol-1-yl)phenyl)-N-(pyridin-3-yl)butanamide